(6-{7-[2-(1,4-diaza-bicyclo[3.2.1]oct-4-yl)-ethoxy]-imidazo[1,2-a]pyridin-3-yl}-pyrimidin-4-yl)-[4-(1-methyl-1H-pyrazol-4-yl)-benzyl]-amine N12CCN(C(CC1)C2)CCOC2=CC=1N(C=C2)C(=CN1)C1=CC(=NC=N1)NCC1=CC=C(C=C1)C=1C=NN(C1)C